ClC1=NC=CC(=C1)NC(N(C)[C@H](C)C1=CNC(C2=C(C(=CC=C12)F)F)=O)=O |r| Racemic-3-(2-chloropyridin-4-yl)-1-(1-(7,8-difluoro-1-oxo-1,2-dihydroisoquinolin-4-yl)ethyl)-1-methylurea